CC1=NC(=CC(=C1)C=1C(=NC(=NC1C1=CC=CC=C1)SC)N)C 5-(2,6-dimethylpyridin-4-yl)-2-(methylsulfanyl)-6-phenylpyrimidin-4-amine